C(C)(C)(C)OC(NCCCCNC1=C(C=CC(=C1)C(=O)NN)C(F)(F)F)=O {4-[5-(hydrazinocarbonyl)-2-(trifluoromethyl)anilino]butyl}carbamic acid tert-butyl ester